tert-Butyl 4-(3-((4-(1-ethyl-3-(pyridin-3-yl)-1H-pyrazol-4-yl)pyrimidin-2-yl)amino)phenyl)piperazine-1-carboxylate C(C)N1N=C(C(=C1)C1=NC(=NC=C1)NC=1C=C(C=CC1)N1CCN(CC1)C(=O)OC(C)(C)C)C=1C=NC=CC1